C(CCCCCCCC)C1=CC=C(C(=O)O)C=C1 p-nonyl-benzoic acid